C(#N)C=1C=C(C=CC1)C1=CC(=C(S1)C)C(=O)NC1=NC(=NS1)CC(C(F)(F)F)(C)O 5-(3-Cyanophenyl)-2-methyl-N-(3-(3,3,3-trifluoro-2-hydroxy-2-methylpropyl)-1,2,4-thiadiazol-5-yl)thiophene-3-carboxamide